OC=1C(=CC2=CC=CC=C2C1)C(=O)NC=O 3-hydroxy-2-naphthoyl-formamide